[2H]C1=C(C(=C(C(=C1[2H])[2H])[2H])[2H])C1=C(C(=CC=C1)C1=C(C(=C(C(=C1[2H])[2H])[2H])[2H])[2H])NC=1C(=CC=CC1)N N2-[2,6-bis(2,3,4,5,6-pentadeuterophenyl)phenyl]benzene-1,2-diamine